C(C)(C)(C)OC(=O)N1C(N(C2=C1C=CC=C2)CC2=CC=C(C=C2)C(=O)OC)=O 3-(4-(methoxycarbonyl)benzyl)-2-oxo-2,3-dihydro-1H-benzo[d]imidazole-1-carboxylic acid tert-butyl ester